C(C)OC(CC1=C(C=C(C=C1F)NC=1C2=C(N=C(N1)Cl)CCCS2(=O)=O)F)=O 2-(4-((2-chloro-5,5-dioxo-7,8-dihydro-6H-thiopyrano[3,2-d]pyrimidin-4-yl)amino)-2,6-difluorophenyl)acetic acid ethyl ester